7-bromo-4-methyl-2H-pyrido[3,2-b][1,4]oxazin-3(4H)-one BrC1=CC=2OCC(N(C2N=C1)C)=O